C1(CC1)CC=1N(C(=CC1C=1SC=C(N1)C(=O)O)C1=CC(=CC=C1)C#CC=1SC(=CC1)C)CC1=C(C(=C(C=C1)S(N)(=O)=O)F)F 2-[2-(cyclopropylmethyl)-1-[(2,3-difluoro-4-sulfamoyl-phenyl)methyl]-5-[3-[2-(5-methyl-2-thienyl)ethynyl]phenyl]pyrrol-3-yl]thiazole-4-carboxylic acid